2-(5-fluoro-1H-indol-3-yl)-N,N-dimethyl-2-oxoacetamide FC=1C=C2C(=CNC2=CC1)C(C(=O)N(C)C)=O